Cl.Cl.CC1=NNC(=C1C)C1=NC(=NC(=C1)N1C[C@@H](CC1)NC)N (R)-4-(3,4-dimethyl-1H-pyrazol-5-yl)-6-(3-(methylamino)pyrrolidin-1-yl)pyrimidin-2-amine dihydrochloride